N-{[6-(3-cyanopyrazol-1-yl)-2-fluoro-3-methoxyphenyl]methyl}-3-(methoxymethyl)-1-[(2-methyl-3,4-dihydro-1H-isoquinolin-6-yl)methyl]pyrazole-4-carboxamide C(#N)C1=NN(C=C1)C1=CC=C(C(=C1CNC(=O)C=1C(=NN(C1)CC=1C=C2CCN(CC2=CC1)C)COC)F)OC